2-ethoxy-5-(cis-3,5-dimethylpiperazine-1-sulfonyl)benzoyl chloride C(C)OC1=C(C(=O)Cl)C=C(C=C1)S(=O)(=O)N1C[C@H](N[C@H](C1)C)C